5-((2-(6-(2-chlorobenzyl)pyridin-2-yl)morpholino)methyl)-N,N-dimethylpyrimidin-2-amine ClC1=C(CC2=CC=CC(=N2)C2OCCN(C2)CC=2C=NC(=NC2)N(C)C)C=CC=C1